1-(3-{5-[(R)-(1,3-dimethyl-azetidin-3-yl)-hydroxy-(4-isopropyl-phenyl)-methyl]-pyridin-3-yl}-[1,2,4]Oxadiazol-5-yl)-cyclopentanol CN1CC(C1)(C)[C@@](C=1C=C(C=NC1)C1=NOC(=N1)C1(CCCC1)O)(C1=CC=C(C=C1)C(C)C)O